CN1N=C(C(=C1)S(=O)(=O)NC(=O)C=1C=NC(=CC1)N1N=C(C=C1)OCC1(CC1)C(F)(F)F)C N-(1,3-dimethylpyrazol-4-yl)sulfonyl-6-[3-[[1-(trifluoromethyl)cyclopropyl]methoxy]pyrazol-1-yl]pyridine-3-carboxamide